4-octyl-benzoic acid methyl ester COC(C1=CC=C(C=C1)CCCCCCCC)=O